N=O Azanone